propionic ACID C(CC)(=O)O